C(CCCCC)OC1=CC=C(C=C1)N(C=1C=C2C(C3=C(SC(=C3)C3=CC=C(C=4C3=NSN4)C4=CC=C(C=O)C=C4)C2=CC1)(C1=CC=C(C=C1)CCCCCC)C1=CC=C(C=C1)CCCCCC)C1=CC=C(C=C1)OCCCCCC 4-(7-(6-(bis(4-(hexyloxy)phenyl)amino)-4,4-bis(4-hexylphenyl)-4H-indeno[1,2-b]thiophene-2-yl)benzo[c][1,2,5]thiadiazol-4-yl)benzaldehyde